C1(CCCCC1)N1C([C@H]2[C@H]3C=C[C@@H]([C@H]2C1=O)C3)=O (3aR,4S,7R,7aS)-2-cyclohexyl-3a,4,7,7a-tetrahydro-1H-4,7-methanoisoindole-1,3(2H)-dione